N1(CCC(CC1)C(=O)OC(C)(CCCNC(=O)OC(C)(C)C)C)C(=O)OCC1=CC=CC=C1 1-benzyl 4-(5-((tert-butoxy carbonyl) amino)-2-methylpentan-2-yl) piperidine-1,4-dicarboxylate